(2-((S)-2,2-dimethyl-cyclopropane-1-carbonyl)-8-(hydroxymethyl)-2,6-diazaspiro[3.4]octan-6-yl)(thiazol-5-yl)methanone CC1([C@H](C1)C(=O)N1CC2(C1)CN(CC2CO)C(=O)C2=CN=CS2)C